CC=1SC(=C(N1)C1=CC=CC=C1)OC1=NC(=NC=C1)NC1=C(C=CC=C1)S(=O)(=O)N ((4-((2-methyl-4-phenylthiazol-5-yl)oxy)pyrimidin-2-yl)amino)benzenesulfonamide